C(C)(C)(C)N1CC=C(C=C1)NC(CC1=CC(=CC=C1)COC)=O N-tert.-Butyl-4-[[2-[3-(methoxymethyl)phenyl]acetyl]amino]pyridin